FC1=CC(=C(C(=O)NC=2C(=NC(=CC2)OC)C)C=C1C(F)(F)F)NC1=C(C=C(C=C1)F)C 4-fluoro-2-((4-fluoro-2-methylphenyl)amino)-N-(6-methoxy-2-methylpyridin-3-yl)-5-(trifluoromethyl)benzamide